C(C)C1=NN(C2=CC(=CC=C12)C(=O)NC=1N=CC=2N(C1)C=C(N2)[C@@H]2N(CCC2)C)C 3-ethyl-1-methyl-N-{2-[(2R)-1-methylpyrrolidin-2-yl]imidazo[1,2-a]pyrazin-6-yl}-1H-indazole-6-carboxamide